C(C)OC(=O)C1=NN(C(=C1)CC1=CC=C(C=C1)C(F)(F)F)C 1-methyl-5-[[4-(trifluoromethyl)phenyl]methyl]pyrazole-3-carboxylic acid ethyl ester